C(C)OC(C)(C=C)CCC=C(C)CCC=C(C)C nerolidyl ethyl ether